(R)-1-(5-bromothiophen-2-yl)ethanamine BrC1=CC=C(S1)[C@@H](C)N